O1C(COCC1)COC=1N2CCC3=C(C2=C(C(C1)=O)C)C=CC(=C3)OCC(F)(F)F 4-(1,4-dioxan-2-ylmethoxy)-1-methyl-9-(2,2,2-trifluoroethoxy)-6,7-dihydrobenzo[a]quinolizin-2-one